(2S)-2-amino-3-(3,4-dichlorophenyl)-N,N-dimethyl-propanamide N[C@H](C(=O)N(C)C)CC1=CC(=C(C=C1)Cl)Cl